CC1CC2=C(NC3=CC(=CC=C23)C(=O)O)CN1 3-methyl-2,3,4,9-tetrahydro-1H-pyrido[3,4-b]indole-7-carboxylic acid